N-(tert-butyl)-3-((2-((4-(4-((2-(2,6-dioxopiperidin-3-yl)-4-fluoro-1,3-dioxoisoindolin-5-yl)methyl)piperazin-1-yl)phenyl)amino)-5-methylpyrimidin-4-yl)amino)benzenesulfonamide C(C)(C)(C)NS(=O)(=O)C1=CC(=CC=C1)NC1=NC(=NC=C1C)NC1=CC=C(C=C1)N1CCN(CC1)CC=1C(=C2C(N(C(C2=CC1)=O)C1C(NC(CC1)=O)=O)=O)F